NC1=NC(=C(C(=N1)OC)C=O)N1CCOCC1 2-AMINO-4-METHOXY-6-MORPHOLIN-4-YLPYRIMIDINE-5-CARBALDEHYDE